C([C@@H]1[C@@H]([C@@H]([C@H]([C@@H](O1)O[C@@H]2[C@H](O[C@H]([C@@H]([C@H]2O)O)O)CO)O)OS(=O)(=O)O)O)O The molecule is a glycosylglucose derivative that consists of beta-D-glucose having a 3-sulfated beta-D-galactosyl residue attached at position 4. It has a role as an epitope. It is a glycosylglucose derivative and an oligosaccharide sulfate.